succinamate C(CCC(=O)N)(=O)[O-]